N1=NN=C2C1=CCS2 thieno[2,3-d][1,2,3]triazole